(S)-2-amino-N-(2-(1-(4-((6-amino-2-butoxy-8-oxo-7H-purin-9(8H)-yl)methyl)benzyl)piperidin-4-yl)ethyl)-5-guanidinopentanamide N[C@H](C(=O)NCCC1CCN(CC1)CC1=CC=C(C=C1)CN1C2=NC(=NC(=C2NC1=O)N)OCCCC)CCCNC(=N)N